C1(=CC=CC=C1)C=1N=CC(=NC1C1=CC=CC=C1)N1CCN(CC1)C(=O)C=1SC=CC1 (4-(5,6-diphenylpyrazin-2-yl)piperazin-1-yl)(thiophen-2-yl)methanone